2-(4-chlorobenzoyl)-3-methylbutanenitrile ClC1=CC=C(C(=O)C(C#N)C(C)C)C=C1